O1CNNC1 1,3,4-oxadiazolidine